C1=C(C=CC2=CC=CC=C12)S(=O)(=O)N1C(CCC1)CSC1=CC=CC=C1 1-(2-naphthylsulfonyl)-2-((phenylthio)methyl)pyrrolidine